tert-butyl (2S,4R)-4-((2,5-dichloro-7-((2-(trimethylsilyl) ethoxy) methyl)-7H-pyrrolo[2,3-d]pyrimidin-4-yl) oxy)-2-methyltetrahydro-pyrrole-1-carboxylate ClC=1N=C(C2=C(N1)N(C=C2Cl)COCC[Si](C)(C)C)O[C@@H]2C[C@@H](N(C2)C(=O)OC(C)(C)C)C